methyl-pyridineamide CC=1C(=NC=CC1)C(=O)N